(R)-N-(7-chloro-6-(1-((3S,4S)-4-fluoro-3-methyltetrahydrofuran-3-yl)piperidin-4-yl)isoquinolin-3-yl)-5-oxaspiro[2.4]heptane-1-carboxamide ClC1=C(C=C2C=C(N=CC2=C1)NC(=O)[C@@H]1CC12COCC2)C2CCN(CC2)[C@]2(COC[C@H]2F)C